ClC1=CC=C(C=C1)C=1C=C(C(N(N1)C=1C=NC=C(C1)F)=O)C(=O)N[C@@H]1COC[C@H]1O |r| rac-6-(4-chlorophenyl)-2-(5-fluoropyridin-3-yl)-N-[(trans)-4-hydroxytetrahydrofuran-3-yl]-3-oxo-2,3-dihydropyridazine-4-carboxamide